COC(=O)C1=CC=C(C=C1)C1=C(C=C(C=C1)N1C(N(C2=NC=CC=C21)[C@@H]2CN(CC2)CC=2N(C=CN2)C)=O)O (S)-2'-hydroxy-4'-(3-(1-((1-methyl-1H-imidazol-2-yl)methyl)pyrrolidin-3-yl)-2-oxo-2,3-dihydro-1H-imidazo[4,5-b]pyridin-1-yl)-[1,1'-biphenyl]-4-carboxylic acid methyl ester